3-[3-methyl-2-oxo-5-[1-[[(3S)-pyrrolidin-3-yl]methyl]-4-piperidyl]benzimidazol-1-yl]piperidine-2,6-dione CN1C(N(C2=C1C=C(C=C2)C2CCN(CC2)C[C@@H]2CNCC2)C2C(NC(CC2)=O)=O)=O